(1S,2R,3R,5R)-3-((R)-1-(4-chlorophenyl)ethyl)-5-((E)-4-hydrazineylidene-1,4-dihydro-7H-pyrrolo[2,3-d]pyrimidin-7-yl)cyclopentane-1,2-diol ClC1=CC=C(C=C1)[C@H](C)[C@@H]1[C@H]([C@H]([C@@H](C1)N1C=CC\2=C1NC=N/C2=N/N)O)O